CC1=CC2=C(C3=CC=CC=C3C(=C2C=C1)C1=CC2=CC=CC=C2C=C1)C1=CC2=CC=CC=C2C=C1 2-methyl-9,10-bis(naphthalene-2-yl)anthracene